tert-Butyl ((R)-2-(4-(benzyloxy)phenyl)-2-hydroxyethyl)((R)-pentan-2-yl)carbamate C(C1=CC=CC=C1)OC1=CC=C(C=C1)[C@H](CN(C(OC(C)(C)C)=O)[C@H](C)CCC)O